(3-fluoro-4-((5-phenyl-7H-pyrrolo[2,3-d]pyrimidin-4-yl)oxy)phenyl)-2-oxo-1-phenyl-1,2,4,5,6,7-hexahydropyrazolo[1,5-a]pyridine-3-carboxamide FC=1C=C(C=CC1OC=1C2=C(N=CN1)NC=C2C2=CC=CC=C2)C2C=1N(CCC2)N(C(C1C(=O)N)=O)C1=CC=CC=C1